FC(C=1C=C(C=CC1)NC1=NC(=NC(=N1)N1CCOCC1)OC1=CC(=CC=C1)Cl)(F)F N-(3-(trifluoromethyl)phenyl)-4-morpholinyl-6-(3-chlorophenoxy)-[1,3,5]triazin-2-amine